3-(4-(8-oxa-3-aza-bicyclo[3.2.1]oct-3-yl)-3-fluorophenyl)-5-(aminomethyl)oxazolidin-2-one C12CN(CC(CC1)O2)C2=C(C=C(C=C2)N2C(OC(C2)CN)=O)F